N-(((9H-fluoren-9-yl)methoxy)carbonyl)-N-(2-ethoxyethyl)glycine C1=CC=CC=2C3=CC=CC=C3C(C12)COC(=O)N(CC(=O)O)CCOCC